C(C)OC(=O)C=1N(C(=C(C1C)C)Cl)N 1-amino-5-chloro-3,4-dimethyl-1H-pyrrole-2-carboxylic acid ethyl ester